FC1(CC2(C1)C[C@H](N(CC2)C(=O)OCC2=CC=CC=C2)C2=CC=C(C=C2)C=2OC(NN2)=O)F benzyl (S)-2,2-difluoro-6-(4-(5-oxo-4,5-dihydro-1,3,4-oxadiazol-2-yl) phenyl)-7-azaspiro[3.5]nonane-7-carboxylate